ClC=1C(=CC(=NC1)OC)C1=CC(=NN1)C(=O)N1CC(C(CC1)C(=O)NCC1=CC(=CC=C1)Cl)F 1-(5-(5-chloro-2-methoxypyridin-4-yl)-1H-pyrazole-3-carbonyl)-N-(3-chlorobenzyl)-3-fluoropiperidine-4-carboxamide